4-(4,7-difluoro-1H-benzoimidazol-2-yl)-1,2,5-oxadiazol-3-amine FC1=CC=C(C=2NC(=NC21)C=2C(=NON2)N)F